C(#N)[C@@H](C[C@H]1C(NCCC1)=O)NC([C@@H](CC1CC1)N1C(=CC2=C(C=CC=C12)OC)C(=O)N)=O [(1R)-2-[[(1R)-1-cyano-2-[(3S)-2-oxo-3-piperidyl]ethyl]amino]-1-(cyclopropylmethyl)-2-oxo-ethyl]-4-methoxy-1H-indole-2-carboxamide